FC(C1CC(C1)NC(C1=CN=CC(=C1N1C[C@]2(CCCN2)CC1)C1=CC(=CC(=C1)F)F)=O)(F)F N-[(1r,3S)-3-(trifluoromethyl)cyclobutyl]-4-{(S)-1,7-diaza-7-spiro[4.4]nonyl}-5-(3,5-difluorophenyl)nicotinamide